C1(=CC=CC=C1)CC(=O)N1CCC(CC1)CN1[C@@H]([C@H]([C@@H]([C@H](C1)O)O)O)C 2-phenyl-1-(4-(((2R,3R,4R,5S)-3,4,5-trihydroxy-2-methylpiperidin-1-yl)methyl)piperidin-1-yl)ethanone